CC(C)(C)C1=CC=C(C=C1)CCC=O 4-(1,1-dimethylethyl)-benzenepropanal